N-((6-(benzylamino)-1H-indol-2-yl)methyl)propionamide C(C1=CC=CC=C1)NC1=CC=C2C=C(NC2=C1)CNC(CC)=O